(((5-(((tert-butyldimethylsilyl)oxy)methyl)-1-methyl-1H-pyrazol-3-yl)-methyl)thio)pyrimidine [Si](C)(C)(C(C)(C)C)OCC1=CC(=NN1C)CSC1=NC=CC=N1